OCCCCOC=1C=C(C[S@](=O)(C)=NC(OC(C)(C)C)=O)C=C(C1)[N+](=O)[O-] |r| (rac)-tert-butyl {[3-(4-hydroxybutoxy)-5-nitrobenzyl](methyl)oxido-λ6-sulfanylidene}carbamate